(S)-2-[5-chloro-2-(1,1-difluoropropyl)-4-fluorophenoxy]propionic acid ClC=1C(=CC(=C(O[C@H](C(=O)O)C)C1)C(CC)(F)F)F